C[C@@H]1CNCC[C@@H]1C1=CC(=CC=C1)OC(F)(F)F |r| racemic-cis-3-methyl-4-(3-(trifluoromethoxy)phenyl)piperidine